C(C)(C)(C)OC(=O)N1C(CC2(CC(C2)(F)F)CC1)C1=CC=C(C=2C=NN(C12)COCC[Si](C)(C)C)C(=O)OCC ethyl 7-[7-(tert-butoxycarbonyl)-2,2-difluoro-7-azaspiro[3.5]nonan-6-yl]-1-{[2-(trimethylsilyl) ethoxy]methyl}indazole-4-carboxylate